(S)-1,3-dihydrospiro[indene-2,4'-piperidin] N1CCC2(CC1)CC1=CC=CC=C1C2